C(N)(=N)C=1C=C(SC1)[C@@H](C)NC(=O)[C@H]1N(CC2(OCCO2)C1)C(CNC(=O)C1=CC=2C(C3=CC=CC=C3C2C=C1)(F)F)=O (S)-N-((R)-1-(4-carbamimidoylthiophen-2-yl)ethyl)-7-((9,9-difluoro-9H-fluorene-2-carbonyl)glycyl)-1,4-dioxa-7-azaspiro[4.4]nonane-8-carboxamide